6-chloro-8-isopropyl-2-[[1-(1H-pyrazol-4-ylsulfonyl)-4-piperidyl]amino]pyrido[2,3-d]pyrimidin-7-one ClC1=CC2=C(N=C(N=C2)NC2CCN(CC2)S(=O)(=O)C=2C=NNC2)N(C1=O)C(C)C